(3-oxocyclopenten-1-yl) 4-nitrobenzenesulfonate [N+](=O)([O-])C1=CC=C(C=C1)S(=O)(=O)OC1=CC(CC1)=O